NC(C)(C)C1=C(C=CC(=N1)NC1=CC2=C(C=N1)SC(=N2)C2=C(C=CC=C2F)F)N2CC(CC2)(F)F 6-(2-Aminopropan-2-yl)-N-[2-(2,6-difluorophenyl)-[1,3]thiazolo[5,4-c]pyridin-6-yl]-5-(3,3-difluoropyrrolidin-1-yl)pyridin-2-amine